(S)-tert-butyl 2-((R)-2-((((9H-fluoren-9-yl)methoxy)carbonyl)amino)-3-hydroxypropyl)pyrrolidine-1-carboxylate C1=CC=CC=2C3=CC=CC=C3C(C12)COC(=O)N[C@H](C[C@H]1N(CCC1)C(=O)OC(C)(C)C)CO